[K].CC1(C2CC3CC(CC1C3)C2)OC(=O)CCCOC(=O)C2C3C1C4C=CC(C1C(C2)C3)C4 8-(3-(2-methyl-2-adamantyloxycarbonyl)propoxycarbonyl)-tetracyclo[4.4.0.12,5.17,10]-3-dodecene potassium